NC(CCOCCOCCNC(OC(C)(C)C)=O)(C(=O)OCC)CC ethyl 14-amino-14-ethyl-2,2-dimethyl-4-oxo-3,8,11-trioxa-5-azapentadecan-15-oate